C12(CC3CC(CC(C1)C3)C2)PCC(C)C adamantyl-isobutyl-phosphine